N-{[4-(6-methylpyrazine-2-sulfonyl)phenyl]methyl}-1H-pyrazolo[3,4-b]pyridine-5-carboxamide CC1=CN=CC(=N1)S(=O)(=O)C1=CC=C(C=C1)CNC(=O)C=1C=C2C(=NC1)NN=C2